propyl gallate (propyl-3,4,5-trihydroxybenzoat) C(CC)C1=C(C(=O)O)C=C(C(=C1O)O)O.C(C1=CC(O)=C(O)C(O)=C1)(=O)OCCC